(1R,3S,5R)-2-(2-(3-acetyl-6-(S-methylsulfonimidoyl)-1H-indazol-1-yl)acetyl)-N-(6-bromo-3-methylpyridin-2-yl)-5-methyl-2-azabicyclo[3.1.0]hexane-3-carboxamide C(C)(=O)C1=NN(C2=CC(=CC=C12)S(=O)(=N)C)CC(=O)N1[C@@H]2C[C@@]2(C[C@H]1C(=O)NC1=NC(=CC=C1C)Br)C